phenyl(fluorophenyl)pyridine C1(=CC=CC=C1)C=1C(=NC=CC1)C1=C(C=CC=C1)F